1-(4-nitrophenyl)-2,3,4,9-tetrahydro-1H-beta-carboline hydrochloride Cl.[N+](=O)([O-])C1=CC=C(C=C1)C1NCCC=2C3=CC=CC=C3NC12